ClC1=NC(=CC=C1\N=C\C(C(=O)OCC)C(=O)OCC)Cl (E)-Diethyl 2-{[(2,6-dichloropyridin-3-yl)imino]methyl}malonate